C12CN(CC(CC1)O2)C2=CN(C(C=N2)CNC(=O)C2=CC=NN2)N2[C@@H](CN(CC2)C)C N-((6-(8-oxa-3-azabicyclo[3.2.1]oct-3-yl)-4-((R)-2,4-dimethylpiperazin-1-yl)pyrazin-3-yl)methyl)-1H-pyrazole-5-carboxamide